N1C(C(NCC1)=O)=O piperazine-dione